4-(2,3-difluoro-6-methoxyphenyl)-6-methylnicotinic acid FC1=C(C(=CC=C1F)OC)C1=CC(=NC=C1C(=O)O)C